tert-butyl 4-{[2-(methoxycarbonyl)prop-2-en-1-yl]oxy}-4-(prop-2-en-1-yl)piperidine-1-carboxylate COC(=O)C(COC1(CCN(CC1)C(=O)OC(C)(C)C)CC=C)=C